C(C)NC1C2CN(CC12)C=1N=CC(=NC1)C(=O)NC=1C=C(C=2N(C1)C=C(N2)C)F 5-(6-(ethylamino)-3-azabicyclo[3.1.0]hexane-3-yl)-N-(8-fluoro-2-methylimidazo[1,2-a]pyridin-6-yl)pyrazine-2-carboxamide